5-amino-1-(2-methoxyphenyl)-1H-pyrazole-4-carbonitrile NC1=C(C=NN1C1=C(C=CC=C1)OC)C#N